(E)-3-(6-((4-Chloro-1H-imidazol-1-yl)methyl)pyridin-3-yl)acrylic acid ClC=1N=CN(C1)CC1=CC=C(C=N1)/C=C/C(=O)O